C1(CC1)OC1=C(C(=NC=C1)OC)C1=CNC2=NC(=CC=C21)NC(=O)[C@@H]2[C@H](C2)CN2CCN(CC2)C (1S,2S)-N-(3-(4-cyclopropoxy-2-methoxypyridin-3-yl)-1H-pyrrolo[2,3-b]pyridin-6-yl)-2-((4-methylpiperazin-1-yl)methyl)cyclopropanecarboxamide